5-amino-1-(4-(4-(2-amino-4-(difluoromethyl)pyrimidin-5-yl)-6-morpholino-1,3,5-triazin-2-yl)piperazin-1-yl)pentan-1-one NCCCCC(=O)N1CCN(CC1)C1=NC(=NC(=N1)C=1C(=NC(=NC1)N)C(F)F)N1CCOCC1